BrC1=C(C(N(C=C1)C(F)F)=O)OC1=C(C=CC=C1C)C 4-bromo-1-(difluoromethyl)-3-(2,6-dimethylphenoxy)pyridin-2(1H)-one